1,1,1,5,5,5-hexamethyl-3-(4-methylpentyl)-3-[(trimethylsilyl)oxy]trisiloxane C[Si](O[Si](O[Si](C)(C)C)(O[Si](C)(C)C)CCCC(C)C)(C)C